N1C(=CC2=CC=CC=C12)C(=O)OC 2-methyl indolecarboxylate